methyl (8S)-7-((9-methoxy-9H-fluorene-3-carbonyl)glycyl)-1,4-dioxa-7-azaspiro[4.4]nonane-8-carboxylate COC1C2=CC=CC=C2C=2C=C(C=CC12)C(=O)NCC(=O)N1CC2(OCCO2)C[C@H]1C(=O)OC